N1(C=NC=C1)C=1C=C(C=C(C1)N1C=NC=C1)N1CCOCC1 4-(3,5-bis(1H-imidazol-1-yl)phenyl)morpholine